CN=C([C@@H]1CC[C@H](CC1)C(=O)OC)SC methyl trans-4-[(methylimino) (methylsulfanyl)methyl]cyclohexanecarboxylate